ClC1=NC=C(C(=N1)C1=CC=C2C=NC(C2=C1)=O)F 6-(2-chloro-5-fluoropyrimidin-4-yl)isoindol-1-one